tert-butyl (2E)-3-[6-([[(2R,3S)-3-[(tert-butoxycarbonyl) amino]-5-carbamoylpentan-2-yl]oxy]methyl)naphthalen-2-yl]prop-2-enoate C(C)(C)(C)OC(=O)N[C@H]([C@@H](C)OCC=1C=C2C=CC(=CC2=CC1)/C=C/C(=O)OC(C)(C)C)CCC(N)=O